C(C)(=O)NC=1N=C2N(N=C(C=C2)C=2C=C(C=NC2C)C(=O)NCC2=C(C=CC=C2)OC(F)(F)F)C1 5-{2-acetamidoimidazo[1,2-b]pyridazin-6-yl}-6-methyl-N-{[2-(trifluoromethoxy)phenyl]methyl}pyridine-3-carboxamide